4-((3-bromopyridin-2-yl)methyl-d2)-4-cyanopiperidine-1-carboxylic acid tert-butyl ester C(C)(C)(C)OC(=O)N1CCC(CC1)(C#N)C([2H])([2H])C1=NC=CC=C1Br